C1(=CC=C2C=CC3=CC=CC4=CC=C1C2=C34)NC(=O)C=3OC=CC3 N-(pyrene-1-yl)furan-2-formamide